((5-bromo-2-(trifluoromethoxy)benzyl)oxy)(tert-butyl)dimethylsilane BrC=1C=CC(=C(CO[Si](C)(C)C(C)(C)C)C1)OC(F)(F)F